N-[[2-[4-[(5-Cyclopentyl-1H-pyrazol-3-yl)amino]pyrimidin-2-yl]-2-azabicyclo[2.1.1]hexan-4-yl]methyl]-2,2,2-trifluoro-acetamide C1(CCCC1)C1=CC(=NN1)NC1=NC(=NC=C1)N1C2CC(C1)(C2)CNC(C(F)(F)F)=O